C(C#C)OC1=C(C=2C=CC(=C(C2C=C1)C=O)OCC#C)C=O 2,6-bis(2-propynyloxy)naphthalene-1,5-dicarbaldehyde